C(#N)C1=C(C=C(C=N1)N1C(N(C2(CCC2)C1=O)C1=CC(=C(C(=O)NC)C=C1)F)=S=O)C(F)(F)F 4-[7-[6-cyano-5-(trifluoromethyl)pyridin-3-yl]-8-oxo-6-sulfinyl-5,7-diazaspiro[3.4]oct-5-yl]-2-fluoro-N-methylbenzamide